C(C1=CC=CC=C1)OC[C@]1(CN(CC1)C(C)(C)C=1C=NC(=CC1)C)CCC1=CC=C(C#N)C=C1 (R)-4-(2-(3-((benzyloxy)methyl)-1-(2-(6-methylpyridin-3-yl)propan-2-yl)pyrrolidin-3-yl)ethyl)benzonitrile